C(C(C)C)[C@@H]1C(N2[C@@H](N(O1)C(\C=C\[C@@H]1N(CCC1)C)=O)CN(C([C@@H]2CC(C)C)=O)CCC(=O)N)=O 3-((3R,6S,9aS)-3,6-diisobutyl-1-((E)-3-((R)-1-methylpyrrolidin-2-yl)acryloyl)-4,7-dioxohexahydropyrazino[2,1-c][1,2,4]oxadiazin-8(1H)-yl)propanamide